C1(CC1)C=1C=C(C=CC1)C1=CC(=CC=C1)[C@H](C(=O)N1CC2=C(CCC1)N=C(NC2=O)C2(CC2)C2=CC=CC=C2)O (R)-6-(2-(3'-cyclopropyl-[1,1'-biphenyl]-3-yl)-2-hydroxyacetyl)-2-(1-phenylcyclopropyl)-3,5,6,7,8,9-hexahydro-4H-pyrimido[5,4-c]azepin-4-one